(4-(1-(cyclopropylmethyl)-1H-benzo[d]imidazol-2-yl)piperidin-1-yl)(1-(3-fluorophenyl)-1H-indazol-4-yl)methanone C1(CC1)CN1C(=NC2=C1C=CC=C2)C2CCN(CC2)C(=O)C2=C1C=NN(C1=CC=C2)C2=CC(=CC=C2)F